C(C)(=O)O[C@H]1[C@@H](SC2=CC(=CC(=C2)C#N)Cl)O[C@@H]([C@@H]([C@@H]1N1N=NC(=C1)C1=CC(=C(C(=C1)F)F)F)OC(C)=O)COC(C)=O 3-Chloro-5-cyanophenyl 2,4,6-tri-O-acetyl-3-deoxy-3-[4-(3,4,5-trifluorophenyl)-1H-1,2,3-triazol-1-yl]-1-thio-α-D-galactopyranoside